ClC1=C(C(=CC=C1Cl)OCC=C)C(C1=CC=NC=C1)NC(=O)C1N(CCC1)C(=O)[O-] 2-([[2,3-dichloro-6-(prop-2-en-1-yloxy)phenyl](pyridin-4-yl)methyl]carbamoyl)pyrrolidine-1-carboxylate